18-Hydroxy-pentacosa-20,23-dienoic acid OC(CCCCCCCCCCCCCCCCC(=O)O)CC=CCC=CC